CCCCCCCCCCCC=CCCCCCCCCCCCC 12-pentacosene